2,5-diazahexane CNCCNC